ethylaluminum diisobutoxide CC(C)C[O-].CC(C)C[O-].C(C)[Al+2]